7-isopropoxy-2-(1-methyl-2-oxabicyclo[2.2.1]heptan-4-yl)imidazo[1,2-a]pyrimidine-6-carboxylic acid C(C)(C)OC1=NC=2N(C=C1C(=O)O)C=C(N2)C21COC(CC2)(C1)C